(E)-2-(3-(2-Chloro-6-fluorophenyl)-4-(thiazol-2-yl-d2)isoxazol-5-yl)-N,N-dimethylethen-1-amine ClC1=C(C(=CC=C1)F)C1=NOC(=C1C=1SC(=C(N1)[2H])[2H])/C=C/N(C)C